6-chloro-N-(4-fluorobenzyl)-2-(4-methylpiperazin-1-yl)pyrido[3,4-d]pyrimidin-4-amine ClC1=CC2=C(N=C(N=C2NCC2=CC=C(C=C2)F)N2CCN(CC2)C)C=N1